C[Si](CCOCN1C=CC2=C1N=CN=C2C=2C=NN(C2)C(C#N)C)(C)C 4-(7-[2-(trimethylsilyl)ethoxy]methyl-7H-pyrrolo[2,3-d]pyrimidin-4-yl)-1H-pyrazol-1-yl-propanenitrile